C(#N)C=1C=C(CC2=C(OCCNC(OC(C)(C)C)=O)C=CC(=C2)F)C=CC1Cl tert-butyl (2-(2-(3-cyano-4-chlorobenzyl)-4-fluorophenoxy)ethyl)carbamate